1-(2-(3,8-diazabicyclo[3.2.1]octan-8-yl)-5,7-dihydro-6H-pyrrolo[3,4-b]pyridin-6-yl)-2-cyclopentylethan-1-one C12CNCC(CC1)N2C2=CC=C1C(=N2)CN(C1)C(CC1CCCC1)=O